3,5'-Dichloro-4-((3,5-difluoropyridin-2-yl)methoxy)-2'-(2-(2-hydroxypropan-2-yl)thiazol-4-yl)-6-Methyl-2H-[1,4'-bipyridine]-2-one ClC=1C(N(C(=CC1OCC1=NC=C(C=C1F)F)C)C1=CC(=NC=C1Cl)C=1N=C(SC1)C(C)(C)O)=O